8-(4,4-difluoropiperidin-1-yl)-1,7-naphthyridin FC1(CCN(CC1)C=1N=CC=C2C=CC=NC12)F